4-(4-(((3S,4R)-3-hydroxy-4-((4-(trifluoromethyl)phenyl)amino)piperidin-1-yl)sulfonyl)phenyl)picolinamide O[C@H]1CN(CC[C@H]1NC1=CC=C(C=C1)C(F)(F)F)S(=O)(=O)C1=CC=C(C=C1)C1=CC(=NC=C1)C(=O)N